((1R,5S,6s)-6-((4-(2-aminopropan-2-yl)-6-(2-hydroxy-4,4-dimethylcyclohexyl)pyridin-2-yl)oxy)-3-azabicyclo[3.1.0]hexan-3-yl)(3-methyl-1-(thiazol-4-yl)-1H-pyrazol-4-yl)methanone NC(C)(C)C1=CC(=NC(=C1)C1C(CC(CC1)(C)C)O)OC1[C@@H]2CN(C[C@H]12)C(=O)C=1C(=NN(C1)C=1N=CSC1)C